C12(CC3CC(CC(C1)C3)C2)CN2N=CC(=C2C)C=2C(=NC(=CC2)N(C)C=2N=NC(=C(C2)C)NC=2SC3=C(N2)C=CC=C3)C(=O)NS(=O)(=O)CCCCCC(=O)O 6-(N-(3-(1-((1s,3s)-adamantan-1-ylmethyl)-5-methyl-1H-pyrazol-4-yl)-6-((6-(benzo[d]thiazol-2-ylamino)-5-methylpyridazin-3-yl)(methyl)amino)picolinoyl)sulfamoyl)hexanoic acid